BrC1=CC=CC(=N1)C#N 6-bromo-picolinonitrile